tert-butyl 6-amino-3,4-dihydro-1H-isoquinoline-2-carboxylate NC=1C=C2CCN(CC2=CC1)C(=O)OC(C)(C)C